ClC=1C(=C2CCNC(C2=C(N1)Cl)=O)F 6,8-dichloro-5-fluoro-3,4-dihydro-2,7-naphthyridin-1(2H)-one